tert-butyl (3S,5S)-3-[[4-[4-[2,5-difluoro-4-(2,2,2-trifluoroethylsulfonylamino)phenoxy]-2-methyl-thiazol-5-yl]pyrimidin-2-yl]amino]-5-fluoro-piperidine-1-carboxylate FC1=C(OC=2N=C(SC2C2=NC(=NC=C2)N[C@@H]2CN(C[C@H](C2)F)C(=O)OC(C)(C)C)C)C=C(C(=C1)NS(=O)(=O)CC(F)(F)F)F